(Racemic)-(E)-3-(1H-indazol-6-yl)-N-((1R,2R)-2-methylcyclohexyl)acrylamide N1N=CC2=CC=C(C=C12)/C=C/C(=O)N[C@H]1[C@@H](CCCC1)C |r|